C1(=CC=CC=C1)N(N=CC1=CC=C(C=C1)N(C)C)C1=CC=CC=C1 4-(dimethylamino)benzaldehyde diphenyl hydrazone